1,5-diphenylthiocarbazone C1(=CC=CC=C1)NNC(=S)N=NC1=CC=CC=C1